2-[[[4-(hydroxymethyl)-7-[4-(trifluoromethoxy)phenyl]-2,3-dihydrobenzofuran-5-yl]amino]methyl]prop-2-enehydroxamic acid OCC1=C(C=C(C2=C1CCO2)C2=CC=C(C=C2)OC(F)(F)F)NCC(C(=O)NO)=C